OC1=C(C(=O)N(C=2C=NC=CC2)C(C)C)C=C(C(=C1)O)C(C)C 2,4-dihydroxy-N,5-diisopropyl-N-(pyridin-3-yl)benzamide